O[C@H]1[C@@](COC1)(C)N1CCC(CC1)C=1C=C2C=C(N=CC2=CC1C)NC(=O)[C@H]1CC12CCOCC2 (S)-N-(6-(1-((3S,4S)-4-hydroxy-3-methyltetrahydrofuran-3-yl)piperidin-4-yl)-7-methylisoquinolin-3-yl)-6-oxaspiro[2.5]octane-1-carboxamide